FC1=NC=C(C=C1C=1N=NN(C1)CC=1N=C2N(C=C(C=C2)CO)C1)N1CCCC1 (2-((4-(2-fluoro-5-(pyrrolidin-1-yl)pyridin-3-yl)-1H-1,2,3-triazol-1-yl)methyl)imidazo[1,2-a]pyridin-6-yl)methanol